FC=1C=C(CC=2C=C3C=NNC3=CC2)C=C(C1)F 5-(3,5-difluorobenzyl)-1H-indazole